N-(3-(6-(piperidin-3-yl)pyridin-2-yl)pyrazolo[1,5-a]pyridin-5-yl)-2-(pyridin-2-yl)acetamide N1CC(CCC1)C1=CC=CC(=N1)C=1C=NN2C1C=C(C=C2)NC(CC2=NC=CC=C2)=O